N-({4-[6-(trifluoromethyl)pyridine-2-sulfonyl]phenyl}methyl)imidazo[1,2-a]pyridine-6-carboxamide FC(C1=CC=CC(=N1)S(=O)(=O)C1=CC=C(C=C1)CNC(=O)C=1C=CC=2N(C1)C=CN2)(F)F